FC1=C(C2=C(C=C(O2)CNC(OC(C)(C)C)=O)C=C1B1OC(C(O1)(C)C)(C)C)F tert-Butyl (6,7-difluoro-5-(4,4,5,5-tetramethyl-1,3,2-dioxaborolan-2-yl)benzofuran-2-yl)methylcarbamate